(R)-2-((((9H-fluoren-9-yl)methoxy)carbonyl)amino)-3-(4-(2-(allyloxy)-2-oxoethoxy)phenyl)propanoic acid C1=CC=CC=2C3=CC=CC=C3C(C12)COC(=O)N[C@@H](C(=O)O)CC1=CC=C(C=C1)OCC(=O)OCC=C